C(C=CCCCCC)(=O)[O-].[Cu+2].C(C=CCCCCC)(=O)[O-] Copper (II) octenoate